2-(6-((R)-3-((cyclobutylmethyl)amino)piperidin-1-yl)pyridazin-3-yl)-N-(4-oxo-4H-pyrido[1,2-a]pyrimidin-2-yl)propanamide C1(CCC1)CN[C@H]1CN(CCC1)C1=CC=C(N=N1)C(C(=O)NC=1N=C2N(C(C1)=O)C=CC=C2)C